C(C)C1N(CCC2=C1C=CS2)C(CN2C(N(C1=C(C2=O)C=CC(=N1)C(F)(F)F)C)=O)=O 3-[2-(4-Ethyl-6,7-dihydrothieno[3,2-c]pyridin-5(4H)-yl)-2-oxoethyl]-1-methyl-7-(trifluoromethyl)pyrido[2,3-d]pyrimidine-2,4(1H,3H)-dione